1-(1-(2-chloroethyl)piperidin-4-yl)-3-(4-phenoxyphenyl)-1H-pyrazolo(3,4-d)pyrimidin-4-amine ClCCN1CCC(CC1)N1N=C(C=2C1=NC=NC2N)C2=CC=C(C=C2)OC2=CC=CC=C2